5-(6-bromo-2,3-dihydrobenzo[b][1,4]dioxin-2-yl)-2-methoxypyridine BrC1=CC2=C(OC(CO2)C=2C=CC(=NC2)OC)C=C1